BrC1=NN(C(=C1)Br)CC1(CC(NC1)C(=O)O)C(=O)O 4-((3,5-dibromo-1H-pyrazol-1-yl)methyl)pyrrolidine-2,4-dicarboxylic acid